N-((R)-3-cyclohexyl-1-(((S)-4-hydroxy-3-oxo-1-((S)-2-oxopyrrolidin-3-yl)butan-2-yl)amino)-1-oxopropan-2-yl)-9-(2,2,2-trifluoroacetamido)-9H-fluorene-9-carboxamide C1(CCCCC1)C[C@H](C(=O)N[C@@H](C[C@H]1C(NCC1)=O)C(CO)=O)NC(=O)C1(C2=CC=CC=C2C=2C=CC=CC12)NC(C(F)(F)F)=O